(-)-methyl-2-methyl-mentholate COC(=O)C1(C(C(C(CC1)C(C)C)O)C)C